ClC1=NC(=NC=C1)C1=CN=C2N1C=CC(=C2)OC(C)C 3-(4-chloropyrimidin-2-yl)-7-isopropoxy-imidazo[1,2-a]pyridine